BrC[C@](C(=O)NC=1C=NC(=C(C1)Cl)C#N)(C)O (R)-3-Bromo-N-(5-chloro-6-cyanopyridin-3-yl)-2-hydroxy-2-methylpropionamide